tert-butyl 3-(4-(methoxycarbonyl)-2-((phenylmethyl)sulfonamido)phenoxy)-3-methylazetidine-1-carboxylate COC(=O)C1=CC(=C(OC2(CN(C2)C(=O)OC(C)(C)C)C)C=C1)NS(=O)(=O)CC1=CC=CC=C1